B([O-])[O-] Boronate